C(C1=CC=CC=C1)OC=1C=C(C=CC1C)O 3-benzyloxy-4-methyl-phenol